C(C)(C)(C)OC(=O)N1CC([C@@H](C1)NS(=O)(=O)CC)(F)F.ClC1=NC=C(C(=N1)NC1CCC(CC1)C(=O)N1CCCCC1)[N+](=O)[O-] ((1S,4S)-4-((2-chloro-5-nitropyrimidin-4-yl)amino)cyclohexyl)(piperidin-1-yl)methanone tert-Butyl-(4R)-4-[(ethanesulfonyl)amino]-3,3-difluoropyrrolidine-1-carboxylate